C(C)C(COC(=O)OOC(=O)OCC(CCCC)CC)CCCC peroxy-dicarbonic acid di-(2-ethylhexyl) ester